6-(1-(5-(3,6-dichloropyridazin-4-yl)-7-(2-(ethyl(methyl)amino)ethyl)-1-oxo-3,4-dihydroisoquinolin-2(1H)-yl)ethyl)-4-ethoxynicotinonitrile ClC=1N=NC(=CC1C1=C2CCN(C(C2=CC(=C1)CCN(C)CC)=O)C(C)C1=NC=C(C#N)C(=C1)OCC)Cl